4-[(3-chlorophenyl)sulfanyl]-2'-[(2R)-3-hydroxy-2-methylpropyl]-2',3'-dihydrospiro[cyclohexane-1,1'-indene]-4-carboxylic acid methyl ester COC(=O)C1(CCC2(C(CC3=CC=CC=C23)C[C@H](CO)C)CC1)SC1=CC(=CC=C1)Cl